4-(5-Cyano-2-methoxyphenyl)-N-(5-(5-(difluoromethyl)-2-fluorobenzoyl)-5,6-dihydro-4H-pyrrolo[3,4-d]thiazol-2-yl)-6-methyl-nicotinamide C(#N)C=1C=CC(=C(C1)C1=CC(=NC=C1C(=O)NC=1SC2=C(N1)CN(C2)C(C2=C(C=CC(=C2)C(F)F)F)=O)C)OC